ethoxydiethylsilane C(C)O[SiH](CC)CC